((2S,5R)-2,5-dimethylpiperazin-1-yl)-5-(2-fluorophenyl)-7-(1-methyl-1H-pyrazol-4-yl)-7H-pyrrolo[2,3-d]pyrimidine C[C@@H]1N(C[C@H](NC1)C)C=1N=CC2=C(N1)N(C=C2C2=C(C=CC=C2)F)C=2C=NN(C2)C